ClC1=CC=C(CN2C(=NN=C2C)C=2C=C3C(=NC2)NN=C3NC)C=C1 5-(4-(4-chlorobenzyl)-5-methyl-4H-1,2,4-triazol-3-yl)-N-methyl-1H-pyrazolo[3,4-b]pyridin-3-amine